2-(2-Chloro-5-methoxypyridin-4-yl)-4-(methyl-d3)benzoic acid ClC1=NC=C(C(=C1)C1=C(C(=O)O)C=CC(=C1)C([2H])([2H])[2H])OC